C(C)(C)C(CCC(C)=O)C=CC(=C)C 5-isopropyl-8-methylnon-6,8-dien-2-one